7-fluoro-2-[(4S)-4-[[6-oxo-5-(trifluoromethyl)-1H-pyridazin-4-yl]amino]pentyl]-6-(2-pyridyl)isoquinolin-1-one FC1=C(C=C2C=CN(C(C2=C1)=O)CCC[C@H](C)NC=1C=NNC(C1C(F)(F)F)=O)C1=NC=CC=C1